(2S,3R,4R,5S,6R)-2-(4-chloro-3-(4-ethoxybenzyl)phenyl)-6-(methylthio)tetrahydro-2H-pyran-3,4,5-triol ClC1=C(C=C(C=C1)[C@@H]1O[C@@H]([C@H]([C@@H]([C@H]1O)O)O)SC)CC1=CC=C(C=C1)OCC